[5-methyl-6-(2,2,2-trifluoroethoxy)pyridin-3-yl]methanol Methyl-5-methyl-6-(2,2,2-trifluoroethoxy)pyridine-3-carboxylate CC1=NC(=C(C=C1C(=O)OCC=1C=NC(=C(C1)C)OCC(F)(F)F)C)OCC(F)(F)F